2,4-dimethyl-5-nitrofluorobenzene CC1=C(C=C(C(=C1)C)[N+](=O)[O-])F